o-fluorophenylglycine FC1=C(C(N)C(=O)O)C=CC=C1